[N+](=O)([O-])C1=CC=C(C=C1)C1=CC(=NS1)C1=CC=CC=C1 5-(4-nitrophenyl)-3-phenylisothiazole